5-(3-ethyl-2-methyl-3H-imidazo[4,5-b]pyridin-5-yl)-N-(2-azaspiro[3.3]heptan-6-yl)pyrrolo[2,1-f][1,2,4]triazin-2-amine C(C)N1C(=NC=2C1=NC(=CC2)C=2C=CN1N=C(N=CC12)NC1CC2(CNC2)C1)C